C(C)(C)(C)[AsH2] tertiary Butylarsine